4-(6-(6-((S)-3-fluoropyrrolidine-1-carbonyl)-3,6-diazabicyclo[3.1.1]heptan-3-yl)pyridin-3-yl)-6-(2-hydroxy-2-methylpropoxy)pyrazolo[1,5-a]pyridine-3-carbonitrile F[C@@H]1CN(CC1)C(=O)N1C2CN(CC1C2)C2=CC=C(C=N2)C=2C=1N(C=C(C2)OCC(C)(C)O)N=CC1C#N